4-Chloro-1-(pyridin-2-yl)-1H-pyrazol-3-amine ClC=1C(=NN(C1)C1=NC=CC=C1)N